C(#N)C1=NN(C(=C1)C)C1=C(C=CC(=N1)N1C=NC2=C1C=C(C=C2)NC(=O)C2CC2)C(C)O N-[3-[6-(3-cyano-5-methyl-pyrazol-1-yl)-5-(1-hydroxyethyl)-2-pyridyl]benzimidazol-5-yl]cyclopropane-carboxamide